copper-tungsten sulfide [W]=S.[Cu]